5-(2-((1-Fluorocyclopentyl)methyl)oxazol-5-yl)-6-(2-methyl-3-oxoisoindolin-5-yl)picolinonitril FC1(CCCC1)CC=1OC(=CN1)C=1C=CC(=NC1C=1C=C2C(N(CC2=CC1)C)=O)C#N